(2s,4r)-2-(5-bromo-1H-imidazol-2-yl)-4-[tert-butyl-(dimethyl)silyl]oxypyrrolidine-1-carboxylic acid tert-butyl ester C(C)(C)(C)OC(=O)N1[C@@H](C[C@H](C1)O[Si](C)(C)C(C)(C)C)C=1NC(=CN1)Br